COC=1C=C(C=CC1[N+](=O)[O-])S1(NCCC1)=O 1-(3-methoxy-4-nitrophenyl)-4,5-dihydro-3H-isothiazole 1-oxide